BrC=1C(=C(OCC2CC3(C2)CCN(CC3)CC(OCC)OCC)C=CC1)C 2-[(3-bromo-2-methyl-phenoxy)methyl]-7-(2,2-diethoxyethyl)-7-azaspiro[3.5]nonane